N1C(=NC2=C1C=CC=C2)N(C=2N=C(C=1OC[C@@H]3COC[C@H](N3C1N2)C)C(C)(C)O)C 2-{(5R,8aS)-3-[(1H-benzimidazol-2-yl)-methyl-amino]5-methyl-5,6,8a,9-tetrahydro-8H-7,10-dioxa-2,4,4b-triazaphenanthren-1-yl}-propan-2-ol